6-methoxy-2-(tricosan-12-yl)-1H-benzo[de]isoquinoline-1,3(2H)-dione COC=1C=CC=2C(N(C(C3=CC=CC1C23)=O)C(CCCCCCCCCCC)CCCCCCCCCCC)=O